N[C@H]1CN(C[C@@H](C1)F)C(=O)C1=CC2=C(N(C(=N2)C2=CC=3C(=NC(=CC3)C3=CC(=C(C=C3)CC(=O)N)F)N2CC2CC2)C)C(=C1)OC 2-[4-(2-{5-[(3R,5R)-3-amino-5-fluoropiperidine-1-carbonyl]-7-methoxy-1-methyl-1H-1,3-benzodiazol-2-yl}-1-(cyclopropylmethyl)-1H-pyrrolo[2,3-b]pyridin-6-yl)-2-fluorophenyl]acetamide